{cis-3-[methyl(7H-pyrrolo[2,3-d]pyrimidin-4-yl)amino]cyclobutyl}-pyrrolidine-1-sulfonamide CN([C@H]1C[C@H](C1)C1N(CCC1)S(=O)(=O)N)C=1C2=C(N=CN1)NC=C2